C[Si](C)(C)OP(O)(=O)CC ethyl-phosphonic acid (trimethylsilyl) ester